Cl.Br.NCCSC(N)=N S-(2-aminoethyl)isothiourea hydrobromide hydrochloride